N-[3-fluoro-4-(piperidin-1-yl)phenyl]-5-(methoxymethyl)-2-(pyrrolidin-1-yl)oxazole-4-carboxamide FC=1C=C(C=CC1N1CCCCC1)NC(=O)C=1N=C(OC1COC)N1CCCC1